CN(C)[Hf] DiMethylAminoHafnium